N1C(=NC2=C1C=CC=C2)C=2C=C(NC1=CC=C(C=C1)N1CCOCC1)C=CC2 3-(1H-benzo[d]imidazol-2-yl)-N-(4-morpholinophenyl)aniline